C1=CC=C(C=C1)C=NP(=O)(C2=CC=CC=C2)C3=CC=CC=C3 N-benzylidene-P,P-diphenylphosphinic amide